C(C)(C)N1C2=NC(=NC(=C2N=C1)NCC1=CC=C(C=C1)C1=C(C=CC=C1)OCCCCO)N1CCNCC1 4-((4'-(((9-isopropyl-2-(piperazin-1-yl)-9H-purin-6-yl)amino)methyl)-[1,1'-biphenyl]-2-yl)oxy)butan-1-ol